sodium 3-styrenesulfonate C=CC1=CC(=CC=C1)S(=O)(=O)[O-].[Na+]